2,2-dihydroxypropanecarboxylic acid OC(CC(=O)O)(C)O